C1(=CC=C(C=C1)NC=1C(C(C1NC1=CC=C(C=C1)Cl)=O)=O)C1=CC=CC=C1 3-(Biphenyl-4-ylamino)-4-[(4-chlorophenyl)amino]cyclobut-3-ene-1,2-dione